7-(3,3,3-trifluoro-propyl)-7,9-dihydro-1H-purine-6,8-dione FC(CCN1C(NC=2N=CNC(C12)=O)=O)(F)F